N-(2-(cyclohex-1-en-1-yl)ethyl)-N-(4-methoxyphenyl)-4-(trifluoromethyl)benzenesulfonamide C1(=CCCCC1)CCN(S(=O)(=O)C1=CC=C(C=C1)C(F)(F)F)C1=CC=C(C=C1)OC